NC1=C2N=CN(C2=NC(=N1)F)[C@H]1C[C@@H]([C@@](O1)(C#C)CO[P@](=O)(OC1=CC=CC=C1)N[C@@H](CC1=CC=CC=C1)C(=O)OC(C)C)OC(=O)OC(CCC)CCC Isopropyl ((S)-(((2R,3S,5R)-5-(6-amino-2-fluoro-9H-purin-9-yl)-2-ethynyl-3-(((heptan-4-yloxy)carbonyl)oxy)tetrahydrofuran-2-yl)methoxy)(phenoxy)phosphoryl)-L-phenylalaninate